hydroxy-4-butoxy-4',5'-dimethoxybenzophenone OC1=C(C(=O)C2=CC=C(C(=C2)OC)OC)C=CC(=C1)OCCCC